1-naphthylmethyl iminodiacetate N(CC(=O)[O-])CC(=O)OCC1=CC=CC2=CC=CC=C12